C(C)OC(=O)C1=C(N=C(S1)C1=CC2=C(S1)C(=CC(=C2)F)C#N)C 2-(7-cyano-5-fluorobenzo[b]thiophen-2-yl)-4-methylthiazole-5-carboxylic acid ethyl ester